C(C)OC(C1=C(C(=CC(=C1)I)Cl)CBr)=O (bromomethyl)-3-chloro-5-iodo-benzoic acid ethyl ester